[Cl-].C(N)(=O)C1=CN=C(S1)N1N=CN=C1[C@H](C)[NH3+] [(1S)-1-[2-(5-carbamoylthiazol-2-yl)-1,2,4-triazol-3-yl]ethyl]ammonium chloride